[Si](C)(C)(C(C)(C)C)C#CC1=NC=C(C(=N1)C)B1OC(C(O1)(C)C)(C)C 2-[2-(tert-butyldimethylsilyl)ethynyl]-4-methyl-5-(4,4,5,5-tetramethyl-1,3,2-dioxaborolan-2-yl)pyrimidine